N-(4-(2-((1H-pyrazol-4-yl)amino)pyrimidin-4-yl)-2-methylbenzyl)-2-(tert-butyl)thiazole-5-carboxamide N1N=CC(=C1)NC1=NC=CC(=N1)C1=CC(=C(CNC(=O)C2=CN=C(S2)C(C)(C)C)C=C1)C